(R)-5-(tert-butyl)-N-(2-(2-(cyclopropanecarboxamido)pyridin-4-yl)-3-fluoro-6,7,8,9-tetrahydro-5H-benzo[7]annulen-5-yl)-1,2,4-oxadiazole-3-carboxamide C(C)(C)(C)C1=NC(=NO1)C(=O)N[C@@H]1CCCCC2=C1C=C(C(=C2)C2=CC(=NC=C2)NC(=O)C2CC2)F